C(C)(=O)C=1C=C(C=CC1)NC(C)=O N-(3-Acetylphenyl)acetamide